3-(7-bromo-8-fluoro-2-(2-hydroxyethoxy)quinazolin-4-yl)-3,8-diazabicyclo[3.2.1]octane-8-carboxylic acid tert-butyl ester C(C)(C)(C)OC(=O)N1C2CN(CC1CC2)C2=NC(=NC1=C(C(=CC=C21)Br)F)OCCO